9,9-dimethyl-9,10-Dihydroacridine CC1(C2=CC=CC=C2NC=2C=CC=CC12)C